O1C(=NCC1)C=1C=C2CC(N(C(C2=CC1)=O)CCO)(C(F)(F)F)NC1=CC=CC=C1 6-(4,5-Dihydrooxazol-2-yl)-2-(2-hydroxyethyl)-3-(phenylamino)-3-(trifluoromethyl)-3,4-dihydroisoquinolin-1(2H)-one